C1[C@@H]2[C@H]([C@H]([C@@H](O2)N3C4=C(C(=O)NC(=N4)N)N=C3Br)O)OP(=S)(O1)O The molecule is a nucleoside 3',5'-cyclic phosphorothioate having 8-bromoguanine as the nucleobase (the Sp-stereoisomer). It has a role as a protein kinase agonist. It is a nucleoside 3',5'-cyclic phosphorothioate, an organobromine compound and a member of purines. It derives from a 3',5'-cyclic GMP.